4-(3-((2-methyl-4-((trifluoromethyl)amino)phenyl)amino)-1H-pyrazol-5-yl)phenol CC1=C(C=CC(=C1)NC(F)(F)F)NC1=NNC(=C1)C1=CC=C(C=C1)O